2,4-dichloro-5-(1-(4-nitro-1H-pyrazol-1-yl)ethyl)pyrimidine ClC1=NC=C(C(=N1)Cl)C(C)N1N=CC(=C1)[N+](=O)[O-]